N[C@@](C(=O)O)(C)C1=NC(=CC=C1OC)C=O (2S)-2-AMINO-2-(6-FORMYL-3-METHOXY(2-PYRIDYL))PROPANOIC ACID